OC1C[C@H](N(O1)C(=O)OC(C)(C)C)C1=NC=C(N=C1)C Tert-butyl (3S)-5-hydroxy-3-(5-methylpyrazin-2-yl)isoxazolidine-2-carboxylate